(R,S,S)-N'-((3,5-dimethyl-1,2,3,5,6,7-hexa-hydrodicyclopenta[b,e]pyridin-8-yl)carbamoyl)-4-(2-hydroxypropan-2-yl)thiophene-2-sulfonimidamide C[C@H]1CCC=2C1=NC1=C(C2NC(=O)N=[S@](=O)(N)C=2SC=C(C2)C(C)(C)O)CC[C@@H]1C